C(C)(C)(C)[C@@H]1CC=2C=C3C(=NC2CC1)SC(=C3)C(=O)N[C@H](CCO)C3=CC(=CC=C3)NS(=O)(=O)C (S)-6-(tert-butyl)-N-((R)-3-hydroxy-1-(3-(methylsulfonamido)phenyl)propyl)-5,6,7,8-tetrahydrothieno[2,3-b]quinoline-2-carboxamide